(S)-(4-(prop-2-yn-1-yl)morpholin-2-yl)methanol C(C#C)N1C[C@H](OCC1)CO